ClC=1C=C(C(=NC1)OC1=C(C(=C(C#N)C=C1)F)F)F 4-((5-chloro-3-fluoropyridin-2-yl)oxy)-2,3-difluorobenzonitrile